C(C)N1C=C(C(C2=CC=CC(=C12)F)=O)S(=O)(=O)N1CCC2(C[C@H](CO2)NC[C@@H](COC2=CC(=CC=C2)S(=O)(=O)C)O)CC1 1-Ethyl-8-fluoro-3-((R)-3-((S)-2-hydroxy-3-(3-(methylsulfonyl)phenoxy)propylamino)-1-oxa-8-azaspiro[4.5]decan-8-ylsulfonyl)chinolin-4(1H)-on